2-(1-trideuteriomethyl-3-undecanoylguanidino)acetic acid sodium Salt [Na+].[2H]C(N(C(=N)NC(CCCCCCCCCC)=O)CC(=O)[O-])([2H])[2H]